N-methyl-N-((1S)-2,2,2-trifluoro-1-(5-((4-methoxy-2,3-dihydro-1H-inden-2-yl)amino)pyridin-2-yl)ethyl)tetrahydro-2H-thiopyran-4-carboxamide 1,1-dioxide CN(C(=O)C1CCS(CC1)(=O)=O)[C@H](C(F)(F)F)C1=NC=C(C=C1)NC1CC2=CC=CC(=C2C1)OC